5-((S)-(2-chlorophenyl)((S)-tetrahydrofuran-3-yl)methoxy)-N-((R,E)-4-(methylsulfonyl)but-3-en-2-yl)pyrimidine-2-carboxamide ClC1=C(C=CC=C1)[C@@H](OC=1C=NC(=NC1)C(=O)N[C@H](C)\C=C\S(=O)(=O)C)[C@@H]1COCC1